2-(4-chloro-5-cyano-7H-pyrrolo[2,3-d]pyrimidin-7-yl)acetic acid ClC=1C2=C(N=CN1)N(C=C2C#N)CC(=O)O